BrC1=NC(=CC=C1)C(OC)OC 2-bromo-6-(dimethoxymethyl)pyridine